C(C)OC(CCC=1C(=NC=CC1)C(=O)O)=O (3-ethoxy-3-oxopropyl)pyridine-2-carboxylic acid